C(C)(C)(C)OC(\C=C\C(=C)C1=C(C=CC(=C1)OC)C(NC=1C=CC=C2C=CC=NC12)=O)=O (E)-4-(5-methoxy-2-(quinolin-8-ylcarbamoyl)phenyl)penta-2,4-dienoic acid tert-butyl ester